C1N(CC12CCNCC2)CC2CN(C2)C=2C=C1CN(C(C1=CC2)=O)C2C(NC(CC2)=O)=O 3-[5-[3-(2,7-diazaspiro[3.5]nonan-2-ylmethyl)azetidin-1-yl]-1-oxo-isoindolin-2-yl]piperidine-2,6-dione